(R)-2-((1-(3-(difluoromethyl)-6-methyl-4-oxo-2-(tetrahydro-2H-pyran-4-yl)-3,4-dihydroquinazolin-8-yl)ethyl)amino)benzoic acid FC(N1C(=NC2=C(C=C(C=C2C1=O)C)[C@@H](C)NC1=C(C(=O)O)C=CC=C1)C1CCOCC1)F